piperidin-1-yl(piperidin-4-yl)methanone hydrochloride Cl.N1(CCCCC1)C(=O)C1CCNCC1